6-(4-(7-cyclopropoxy-2-methyl-2H-indazol-4-yl)-2-cyclopropyl-6-fluorobenzyl)-6,7-dihydro-5H-pyrrolo[3,4-b]pyridin-5-one-7,7-d2 C1(CC1)OC1=CC=C(C2=CN(N=C12)C)C1=CC(=C(CN2C(C3=NC=CC=C3C2=O)([2H])[2H])C(=C1)F)C1CC1